C[C@H]1C=2C=CC=NC2[C@H](CC1)CNC(OC(C)(C)C)=O |r| rac-tert-butyl {[(5R,8R)-5-methyl-5,6,7,8-tetrahydroquinolin-8-yl]methyl}carbamate